N-({2-[(1-oxo-5-phenyl-1,2-dihydro-2,7-naphthyridin-2-yl)methyl]imidazo[1,2-a]pyridin-6-yl}methyl)benzenecarboximidamide O=C1N(C=CC2=C(C=NC=C12)C1=CC=CC=C1)CC=1N=C2N(C=C(C=C2)CNC(=N)C2=CC=CC=C2)C1